The molecule is a trifluoroacetamide, a tertiary carboxamide, a secondary carboxamide and a member of thiophenes. It derives from an alpha-amino acid. CC1=CC=C(C=C1)N(C(C2=CC=CS2)C(=O)NC3CCCCC3)C(=O)C(F)(F)F